(R)-7-bromo-4-(cyclopropylethynyl)-4-(1,1-difluoroethyl)-3,4-dihydro-quinazolin BrC1=CC=C2[C@@](NC=NC2=C1)(C(C)(F)F)C#CC1CC1